ClC1=CC=C(C2=C1C=CO2)C#C 4-chloro-7-Ethynylbenzofuran